1,4-phenylene sulfide C12=CC=C(C=C1)S2